C1(CC1)[C@H](C(C)(C)O)N1C(C2=C(C=CC=C2[C@@H]1C)C1=CC=C(C=C1)C=1OC(=NN1)C)=O (S)-2-((R)-1-Cyclopropyl-2-hydroxy-2-methylpropyl)-3-methyl-7-(4-(5-methyl-1,3,4-oxadiazol-2-yl)phenyl)isoindolin-1-one